CS(=O)(=O)C(=O)[O-] methylsulfonyl-carboxylate